7-(4-cyclopropyl-1H-imidazol-1-yl)-2-(4-methoxybenzyl)phthalazin-1(2H)-one C1(CC1)C=1N=CN(C1)C1=CC=C2C=NN(C(C2=C1)=O)CC1=CC=C(C=C1)OC